(S)-N-(5-cyano-4-(3-methoxypyrrolidin-1-yl)pyridin-2-yl)-7-formyl-6-((2-methoxy-N-methylacetamido)methyl)-3,4-dihydro-1,8-naphthyridine-1(2H)-carboxamide C(#N)C=1C(=CC(=NC1)NC(=O)N1CCCC2=CC(=C(N=C12)C=O)CN(C(COC)=O)C)N1C[C@H](CC1)OC